2-amino-N-((5-cyano-6-methyl-2-pyridinyl)methyl)-3-methyl-N-((1R)-1-(2-pyrimidinyl)ethyl)-6-quinolinecarboxamide NC1=NC2=CC=C(C=C2C=C1C)C(=O)N([C@H](C)C1=NC=CC=N1)CC1=NC(=C(C=C1)C#N)C